1-amino-3,3-dimethylbutan-2-one hydrochloride Cl.NCC(C(C)(C)C)=O